C1(CCCC1)/C=C/C(=O)OC Methyl (2E)-3-cyclopentylacrylate